CC1(OB(OC1(C)C)C1=CCCN(C1)C(=O)[O-])C 5-(4,4,5,5-tetramethyl-1,3,2-dioxaborolan-2-yl)-3,6-dihydro-2H-pyridine-1-carboxylate